2-oxo-acetaldehyde O=CC=O